2,4-bis-(n-octylsulfanyl)-6-(4-hydroxy-3,5-di-tert-butylphenylamino)-1,3,5-triazine C(CCCCCCC)SC1=NC(=NC(=N1)SCCCCCCCC)NC1=CC(=C(C(=C1)C(C)(C)C)O)C(C)(C)C